[C@@H]1(CCCC2=CC=CC=C12)C(=O)N1CCC2(CC(NC2=O)=O)CC1 (S)-8-(1,2,3,4-tetrahydronaphthalene-1-carbonyl)-2,8-diazaspiro[4.5]decane-1,3-dione